N[C@@H]1CCCN(C1)C(=O)[O-] (R)-5-amino-piperidine-1-carboxylate